N(C#N)CCN1C(N(C2=CC=C(C=C2C1=O)S(=O)(=O)NC1(CC1)C)CC1(CC1)C)=O 3-(2-cyanamidoethyl)-N-(1-methylcyclopropyl)-1-((1-methylcyclopropyl)methyl)-2,4-dioxo-1,2,3,4-tetrahydroquinazoline-6-sulfonamide